COC1=C(CC=2C(=C(C=CC2)S(=O)(=O)N)CC2=C(C=C(C=C2)OC)OC)C=CC(=C1)OC bis(2,4-dimethoxybenzyl)benzenesulfonamide